2-amino-N-[3-(11,12-didehydrodibenzo[b,f]azocin-5(6H)-yl)-3-oxopropyl]acetamide NCC(=O)NCCC(=O)N1C2=C(C#CC3=C(C1)C=CC=C3)C=CC=C2